acryloyloxyethyl-benzyldiethylammonium chloride [Cl-].C(C=C)(=O)OCC[N+](CC)(CC)CC1=CC=CC=C1